(R)-5-(3-(5-amino-9-fluoro-8-methoxy-[1,2,4]triazolo[1,5-c]quinazolin-2-yl)piperidin-1-yl)-1-(difluoromethyl)-3-methylpyridin-2(1H)-one NC1=NC=2C=C(C(=CC2C=2N1N=C(N2)[C@H]2CN(CCC2)C=2C=C(C(N(C2)C(F)F)=O)C)F)OC